[Y].COCCOCCC (1-(2-methoxyethoxy)propane) Yttrium